Phenylindan C1(=CC=CC=C1)C1CCC2=CC=CC=C12